3-hydroxy-N-(2,5-dimethoxyphenyl)-2-naphthoyl-amide OC=1C(=CC2=CC=CC=C2C1)C(=O)[N-]C1=C(C=CC(=C1)OC)OC